mono-docosyl succinate C(CCC(=O)[O-])(=O)OCCCCCCCCCCCCCCCCCCCCCC